2,6-difluoroisonicotinic acid chloride FC=1C=C(C(=O)Cl)C=C(N1)F